C(C1=CC=CC=C1)C1(CN(CC1)S(=O)(=O)C1=NN(N=C1)C)C=1C=C2C=NN(C2=CC1C)C1=CC=NN1C 5-(3-benzyl-1-((2-methyl-2H-1,2,3-triazol-4-yl)sulfonyl)pyrrolidin-3-yl)-6-methyl-1-(1-methyl-1H-pyrazol-5-yl)-1H-indazole